(R)-6-(1-(5-(6-amino-2-methylpyridin-3-yl)-7-(2-(ethyl(methyl)amino)ethyl)-1-oxo-3,4-dihydroisoquinolin-2(1H)-yl)ethyl)-4-ethoxynicotinonitrile NC1=CC=C(C(=N1)C)C1=C2CCN(C(C2=CC(=C1)CCN(C)CC)=O)[C@H](C)C1=NC=C(C#N)C(=C1)OCC